O=C1C(=CC(=CN1)[C@@H](C)ONC(=O)N1CCN(CC1)C1=NC=C(C2=C1N=CN2)C(F)(F)F)C(F)(F)F (R)-N-(1-(6-oxo-5-(trifluoromethyl)-1,6-dihydropyridin-3-yl)ethoxy)-4-(7-(trifluoromethyl)-1H-imidazo[4,5-c]pyridin-4-yl)piperazine-1-carboxamide